CC1=C(C(=O)P(C2=CC=CC=C2)(C2=CC=CC=C2)=O)C(=CC=C1)C (2,6-dimethylbenzoyl)diphenylphosphine oxide